N-[4-(4-isoquinolin-5-ylphenoxy)tetrahydrofuran-3-yl]propane-2-sulfonamide C1=NC=CC2=C(C=CC=C12)C1=CC=C(OC2C(COC2)NS(=O)(=O)C(C)C)C=C1